Cl.C(C)C1=C(C(O)=N)C=CC(=C1Cl)F Ethyl-3-chloro-4-fluorobenzimidic acid hydrochloride